N-(3-(pyrimidin-5-yl)phenyl)-5-((tetrahydro-2H-pyran-4-yl)amino)pyrazolo[1,5-a]pyrimidine-3-carboxamide N1=CN=CC(=C1)C=1C=C(C=CC1)NC(=O)C=1C=NN2C1N=C(C=C2)NC2CCOCC2